FC=1C(=C(C(=NC1)C(C)C)NC(=O)N=[S@@](=O)(N)C=1SC=C(N1)C(C)(C)O)C(C)C |o1:14| (S) or (R)-N'-((5-fluoro-2,4-diisopropylpyridin-3-yl)carbamoyl)-4-(2-hydroxypropan-2-yl)thiazole-2-sulfonimidamide